((2S,3R,4R)-4-(4-methylbenzyl)-2-(3,4,5-trimethoxyphenyl)tetrahydrofuran-3-yl)methanol CC1=CC=C(C[C@@H]2[C@@H]([C@H](OC2)C2=CC(=C(C(=C2)OC)OC)OC)CO)C=C1